C(C1=CC=CC=C1)OC(=O)N1CC=2[N+](CC1)=NOC2[O-] 5-((Benzyloxy)carbonyl)-4,5,6,7-tetrahydro-[1,2,3]oxadiazolo[3,4-a]pyrazin-8-ium-3-olate